(±)-6-(tert-butyl) 1-(chloromethyl) 2-methylhexanedioate C[C@@H](C(=O)OCCl)CCCC(=O)OC(C)(C)C |r|